N-Boc-N'-[2-hydroxyethyl]-piperazine C(=O)(OC(C)(C)C)N1CCN(CC1)CCO